N[C@@H]1CN(CC1)C1=C(C=NC(=C1C1=CC(=CC(=C1)F)F)OC)C(=O)NC(C(F)(F)F)C1CC1 4-[(3S)-3-aminopyrrolidin-1-yl]-N-(1-cyclopropyl-2,2,2-trifluoroethyl)-5-(3,5-difluorophenyl)-6-methoxypyridine-3-carboxamide